C(=O)(OC(C)(C)C)N[C@@H]1CNCCC1 (S)-3-(BOC-amino)piperidine